C(C)[Si](C=1C=C(C=CC1)C(=C)C1=CC=C(C=C1)[SiH](C)C)(OCC)CC 1-[3-(diethylethoxysilyl)phenyl]-1-(4'-dimethylsilylphenyl)ethene